Ethyl 5-[3-(3-methyl-5-nitropyridin-2-yl)-1,2,4-oxadiazol-5-yl]pentanoate CC=1C(=NC=C(C1)[N+](=O)[O-])C1=NOC(=N1)CCCCC(=O)OCC